((6-(2-((4-(4-methylpiperazin-1-yl)phenyl)amino)-6-propyl-7H-pyrrolo[2,3-d]pyrimidin-7-yl)pyridin-2-yl)imino)dimethyl-λ6-sulfanone CN1CCN(CC1)C1=CC=C(C=C1)NC=1N=CC2=C(N1)N(C(=C2)CCC)C2=CC=CC(=N2)N=S(=O)(C)C